C(C1=CC=CC=C1)OC=1C=C(C#N)C=C(C1C(=O)N1CC2=C(C=CC=C2CC1)N[C@@H]1COCC1)O (S)-3-(Benzyloxy)-5-hydroxy-4-(8-((tetrahydrofuran-3-yl)amino)-1,2,3,4-tetrahydroisoquinoline-2-carbonyl)benzonitrile